2-(4-(6-((4-chloro-2-fluorobenzyl)oxy)pyridin-2-yl)phenyl)acetyl chloride ClC1=CC(=C(COC2=CC=CC(=N2)C2=CC=C(C=C2)CC(=O)Cl)C=C1)F